11-Chloro-6-methyl-6,11-dihydrodibenzo[c,f][1,2]thiazepine 5,5-dioxide ClC1C2=C(N(S(C3=C1C=CC=C3)(=O)=O)C)C=CC=C2